Galactoose O=C[C@H](O)[C@@H](O)[C@@H](O)[C@H](O)CO